2-(2,2',4,5,6-pentafluoro-4'-methoxy-5'-nitro-[1,1'-biphenyl]-3-yl)ethan FC1=C(C(=C(C(=C1CC)F)F)F)C1=C(C=C(C(=C1)[N+](=O)[O-])OC)F